tert-Butyl ((R)-6-((1S,3R)-3-(((benzyloxy)carbonyl)amino)-1-isopropylcyclopentane-1-carbonyl)-3-(trifluoromethyl)-5,6,7,8-tetrahydro-1,6-naphthyridin-8-yl)carbamate C(C1=CC=CC=C1)OC(=O)N[C@H]1C[C@](CC1)(C(=O)N1CC=2C=C(C=NC2[C@@H](C1)NC(OC(C)(C)C)=O)C(F)(F)F)C(C)C